dimethoxyphenyl-silane tert-Butyl-2-(2-(((4-fluorobenzo[d]thiazol-2-yl)methyl)carbamoyl)-2,3-dihydro-1H-inden-2-yl)acetate C(C)(C)(C)OC(CC1(CC2=CC=CC=C2C1)C(NCC=1SC2=C(N1)C(=CC=C2)F)=O)=O.CO[SiH](C2=CC=CC=C2)OC